C[N+](CCOC)(CC)C dimethylethyl-methoxyethyl-ammonium